C1(CCCC1)S(=O)(=O)C=1C(=C(C=CC1)NC(C1=C(N=CC=C1)N1CCC2(CC2)CC1)=O)F N-(3-(cyclopentylsulfonyl)-2-fluorophenyl)-2-(6-azaspiro[2.5]octan-6-yl)nicotinamide